Br[Si](O[Si](Br)(C)C)(C)C 1,3-dibromotetramethyl-disiloxane